2-(2-(5-Cyclopropyl-3-(2,6-dichlorophenyl)isoxazol-4-yl)-7-azaspiro[3.5]non-1-en-7-yl)benzo[d]oxazol C1(CC1)C1=C(C(=NO1)C1=C(C=CC=C1Cl)Cl)C1=CC2(C1)CCN(CC2)C=2OC1=C(N2)C=CC=C1